ClC=1C=C(C=C(C1OC)Cl)C(=O)N1C2=C(OC3(CC3)C1)C=C(C=C2)Br (3,5-dichloro-4-methoxyphenyl)(7-bromospiro[benzo[b][1,4]oxazin-2,1'-cyclopropane]-4(3H)-yl)methanone